[Cl-].[Cl-].C(C)(C)(C)N[Ti+2] tertiary butylamino-titanium dichloride